C(C)NC(NC=1OC=C(N1)CN1CCN(CC1)C=1C=CC(=NC1F)C(=O)NC)=O 5-(4-((2-(3-ethylureido)oxazol-4-yl)methyl)piperazin-1-yl)-6-fluoro-N-methylpicolinamide